methylglyoxal bis(N(4)-methylthiosemicarbazone) CNC(NN=C(C=NNC(=S)NC)C)=S